(3,3,3-trifluoropropylamino)propanoate FC(CCNC(C(=O)[O-])C)(F)F